tert-butyl (R)-((3-(3,6-dichloro-5-methylpyridazine-4-carboxamido)phenyl) (methyl)(oxo)-λ6-sulfaneylidene)carbamate ClC=1N=NC(=C(C1C(=O)NC=1C=C(C=CC1)[S@](=O)(C)=NC(OC(C)(C)C)=O)C)Cl